CC1CCCC2CCCCC12 1-Methyl-decalin